C(C1=CC=CC=C1)NCC1=NN(C=C1)C N-benzyl-1-(1-methyl-1H-pyrazol-3-yl)methanamin